5-cyclopropyl-2-(4-cyclopropyl-6-methoxy-pyrimidin-5-yl)-7-[[4-[1-methyl-4-(trifluoromethyl)imidazol-2-yl]phenyl]methyl]pyrrolo[3,2-d]pyrimidine C1(CC1)N1C=C(C=2N=C(N=CC21)C=2C(=NC=NC2OC)C2CC2)CC2=CC=C(C=C2)C=2N(C=C(N2)C(F)(F)F)C